The molecule is a zwitterion obtained by transfer of a proton from the 5-hydroxy to the tertiary amino group of aclacinomycin N. It is the major microspecies at pH 7.3 (according to Marvin v 6.2.0.). It is a conjugate base of an aclacinomycin N(1+). It is a tautomer of an aclacinomycin N. CC[C@]1(C[C@@H](C2=C(C3=C(C=C2[C@H]1C(=O)OC)C(=O)C4=C(C3=O)C(=CC=C4)O)[O-])O[C@H]5C[C@@H]([C@@H]([C@@H](O5)C)O[C@H]6C[C@@H]([C@@H]([C@@H](O6)C)O[C@H]7CC[C@@H]([C@@H](O7)C)O)O)[NH+](C)C)O